FC1=C(C(=C(C(=C1N1C(C2=CC=CC=C2C1)=N)F)F)F)F 2-(pentafluorophenyl)isoindoline-1-imine